C1(CCC1)C[C@H](CCCC(=O)N(C)OC)[C@H]1N(C(OC1)(C)C)C(=O)OC(C)(C)C tert-butyl (4R)-4-[(1S)-1-(cyclobutylmethyl)-5-[methoxy(methyl)amino]-5-oxo-pentyl]-2,2-dimethyl-oxazolidine-3-carboxylate